C(C)S(=O)(=NC=1C=NC=C(C1)C)CC diethyl-[(5-methyl-3-pyridinyl)imino]-oxo-lambda6-sulfane